(E)-N'-(2-cyano-4,5-dimethoxyphenyl)-N,N-dimethylformamidine C(#N)C1=C(C=C(C(=C1)OC)OC)/N=C/N(C)C